ClC1=CC(=C(C=N1)C=1C=NC(=CC1)OCCOC)N1C[C@H](CCC1)NC(OC(C)(C)C)=O tert-butyl (S)-(1-(6-chloro-6'-(2-methoxyethoxy)-[3,3'-bipyridin]-4-yl)piperidin-3-yl)carbamate